gamma-propargyl-L-glutamic acid hydrochloride Cl.C(C#C)C(C[C@H](N)C(=O)O)C(=O)O